C(C1=CC=CC=C1)OC(=O)C1CN(C2=C(C=C1CC1=CC=CC=C1)C=CC=C2)N2N=C(C=C2)O (3-hydroxy-1H-pyrazolyl)-4-benzyl-2,3-dihydro-1H-benzazepine-3-Carboxylic acid benzyl ester